1-(3-((tert-butoxycarbonyl)amino)propyl)-2-((1-(tert-butoxycarbonyl)-azetidin-3-yl)methyl)-1H-pyrazol-2-ium C(C)(C)(C)OC(=O)NCCCN1[N+](=CC=C1)CC1CN(C1)C(=O)OC(C)(C)C